N-(2-chloro-4-(trifluoromethyl)phenyl)-2-(5-ethyl-6-(4-(3-hydroxypyridin-yl)piperazin-1-yl)-7-oxo-2-(spiro[3.3]hept-1-en-2-yl)-[1,2,4]triazolo[1,5-a]pyrimidin-4(7H)-yl)acetamide ClC1=C(C=CC(=C1)C(F)(F)F)NC(CN1C=2N(C(C(=C1CC)N1CCN(CC1)C1=NC=CC=C1O)=O)N=C(N2)C2=CC1(C2)CCC1)=O